ClC1=NC=C(C(=C1)OC1=C(C=2C=3NC=4CCNC(C4C3CCC2C=N1)=O)F)Cl 4-(2,5-dichloro-4-pyridyloxy)-3-fluoro-5,13,17-triazatetracyclo[8.7.0.02,7.011,16]heptadeca-1(10),2(7),3,5,11(16)-pentaen-12-one